N-[3-(6-methyl-7-oxo-1H-pyrrolo[2,3-c]pyridin-4-yl)-4-[4-[2-[4-(4-piperidylmethyl)piperazin-1-yl]ethyl]phenoxy]phenyl]ethanesulfonamide CN1C(C2=C(C(=C1)C=1C=C(C=CC1OC1=CC=C(C=C1)CCN1CCN(CC1)CC1CCNCC1)NS(=O)(=O)CC)C=CN2)=O